C(/C)=C/1\CNCC[C@H]1C(=O)C=1NC2=CC(=CC=C2C1)F [(3E,4R)-3-ethylidenepiperidin-4-yl](6-fluoro-1H-indol-2-yl)methanone